C(#N)[C@H](C[C@@H]1C(NCC1)=O)NC(=O)[C@@H]1N([C@H]2CC([C@@H]1CC2)(F)F)C([C@@H](NC(C(F)(F)F)=O)CC(C)C)=O (1R,3R,4R)-N-((S)-1-cyano-2-((R)-2-oxopyrrolidin-3-yl)ethyl)-5,5-difluoro-2-((2,2,2-trifluoroacetyl)-L-leucyl)-2-azabicyclo[2.2.2]octane-3-carboxamide